(2-amino-5-methoxyphenyl)(phenyl)methanone tert-Butyl-(2S,3R)-2-(((di-tert-butoxyphosphoryl)oxy)methyl)-3-(4-octylphenyl)pyrrolidine-1-carboxylate C(C)(C)(C)OC(=O)N1[C@@H]([C@H](CC1)C1=CC=C(C=C1)CCCCCCCC)COP(=O)(OC(C)(C)C)OC(C)(C)C.NC1=C(C=C(C=C1)OC)C(=O)C1=CC=CC=C1